N1(CCNCCNCC1)C(=O)O 1,4,7-triazacyclononanecarboxylic acid